C(C)N1N=CC(=C1)C1=CC2=C(N(C(C(N2C)=O)=O)C2CCN(CC2)C2=NC=C(C=N2)C#N)N=C1 2-(4-(7-(1-ethyl-1H-pyrazol-4-yl)-1-methyl-2,3-dioxo-2,3-dihydropyrido[2,3-b]pyrazine-4(1H)-yl)piperidin-1-yl)pyrimidine-5-carbonitrile